FC(C=1C=NC(=NC1)N1CCN(CC1)CC(=O)N)(F)F 2-(4-(5-(trifluoroMethyl)pyrimidin-2-yl)piperazin-1-yl)acetamide